(2,6-difluoro-phenyl)-N-(3-fluoro-phenyl)-N'-isopropyl-[1,3,5]triazine-2,4-diamine FC1=C(C(=CC=C1)F)C1=NC(=NC(=N1)NC1=CC(=CC=C1)F)NC(C)C